1,3-bis(((1R,2R)-2-(2,3-dihydrobenzofuran-4-yl)cyclopropyl)methyl)urea O1CCC2=C1C=CC=C2[C@H]2[C@@H](C2)CNC(=O)NC[C@H]2[C@@H](C2)C2=CC=CC1=C2CCO1